C1=CC=CC=2C3=CC=CC=C3C(C12)COC(=O)NCCC(C(=O)O)NC(CCCCCCCCCCCCCCCCC(=O)OC(C)(C)C)=O 4-((((9H-fluoren-9-yl)methoxy)carbonyl)amino)-2-(18-(tert-butoxy)-18-oxooctadecanamido)butanoic acid